C1(=C(C=CC2=CC=CC=C12)OCC=1C=CC=C2SC=3C=CC=C(C3SC12)C(=O)O)C1=C(C=CC2=CC=CC=C12)OCC=1C=CC=C2SC=3C=CC=C(C3SC12)C(=O)O 9,9'-[[1,1'-binaphthalene]-2,2'-diylbis(oxymethylene)]di(thianthrene-1-carboxylic acid)